tert-Butyl N-[(2E)-4-[(4-carbamoyl-2-methoxy-6-nitrophenyl)amino]but-2-en-1-yl]carbamate C(N)(=O)C1=CC(=C(C(=C1)[N+](=O)[O-])NC/C=C/CNC(OC(C)(C)C)=O)OC